NC(C(CCC(=O)OC(C)(C)C)N1C(C2=CC=C(C(=C2C1)F)C1=NC=CC(=C1F)CO)=O)=O tert-butyl 5-amino-4-(4-fluoro-5-(3-fluoro-4-(hydroxymethyl)pyridin-2-yl)-1-oxoisoindolin-2-yl)-5-oxopentanoate